Butyl 7-(6-chloro-5-methylpyridin-2-yl)-2-azaspiro[3.5]non-6-ene-2-carboxylate ClC1=C(C=CC(=N1)C1=CCC2(CN(C2)C(=O)OCCCC)CC1)C